N[C@H]1CS(C2=C(N(C1=O)CC1=CC=C(C=C1)Cl)C=C(C(=C2)F)C=2OC(=NN2)C2=C(C=CC=C2)C)(=O)=O (3R)-3-amino-5-[(4-chlorophenyl)methyl]-8-fluoro-7-[5-(o-tolyl)-1,3,4-oxadiazol-2-yl]-1,1-dioxo-2,3-dihydro-1λ6,5-benzothiazepin-4-one